(4-fluoro-2-(trifluoromethyl)phenyl) ketone FC1=CC(=C(C=C1)C(=O)C1=C(C=C(C=C1)F)C(F)(F)F)C(F)(F)F